O=C1NC(CCC1N1C(C2=CC=C(C=C2C1=O)C1=NC=C(N=C1)OC1CN(CC1)CCOC1=CC=C(C=C1)\C(=C(\CC)/C1=CC=CC=C1)\C1=CC=C(C=C1)O)=O)=O (Z)-2-(2,6-dioxopiperidin-3-yl)-5-(5-((1-(2-(4-(1-(4-hydroxyphenyl)-2-phenylbut-1-en-1-yl)phenoxy)ethyl)pyrrolidin-3-yl)oxy)pyrazin-2-yl)isoindoline-1,3-dione